piperazine-1-carboxamide hydrochloride Cl.N1(CCNCC1)C(=O)N